O1NB=CC2=C1C=CC=C2 benzoxazaborine